(2S)-Isopropyl 2-(((((2R,3R,4R,5R)-5-(2-amino-6-(cyclopropyl(methyl)amino)-9H-purin-9-yl)-3,4-dihydroxy-4-methyltetrahydrofuran-2-yl)methoxy)(phenoxy)phosphoryl)amino)propanoate NC1=NC(=C2N=CN(C2=N1)[C@H]1[C@]([C@@H]([C@H](O1)COP(=O)(OC1=CC=CC=C1)N[C@H](C(=O)OC(C)C)C)O)(C)O)N(C)C1CC1